mercapto-1-propanesulfonic acid SC(CC)S(=O)(=O)O